4-(isopropoxy)benzaldehyde C(C)(C)OC1=CC=C(C=O)C=C1